Cl.C(C1=CC=CC=C1)SC=1C=2N(C=CC1)C(=NC2)C(C)(C)N 2-(8-(benzylthio)imidazo[1,5-a]pyridin-3-yl)propan-2-amine hydrochloride